(S)-10-((5-chloro-2-(3-fluoroazetidin-1-yl)pyrimidin-4-yl)amino)-2-cyclopropyl-3,3-difluoro-7-methyl-1,2,3,4-tetrahydro-[1,4]oxazepino[2,3-c]quinolin-6(7H)-one ClC=1C(=NC(=NC1)N1CC(C1)F)NC1=CC=2C3=C(C(N(C2C=C1)C)=O)OCC([C@@H](N3)C3CC3)(F)F